BrC=1C(=C2C(=NC1)NC(=N2)C2=CC=C(C=C2)N2CCC(CC2)CCOCC)NC2CCN(CC2)CC 6-Bromo-N-(1-ethylpiperidin-4-yl)-2-{4-[4-(2-ethoxyethyl)piperidin-1-yl]phenyl}-3H-imidazo[4,5-b]pyridin-7-amine